C1(=CC=CC=C1)C(\C=C\C(=O)C1=CC=CC=C1)=O (E)-1,4-diphenylbut-2-en-1,4-dione